C(C=C)(=O)OCCC[SiH2]C(OC)OC γ-acryloxypropyldimethoxymethylsilane